BrC=1C(C(=C2N(C=C(C(=N2)NCC(F)(F)F)C)C1)Br)=O 7,9-dibromo-3-methyl-2-((2,2,2-trifluoroethyl)amino)-8H-pyrido[1,2-a]pyrimidin-8-one